C(CCC(=O)OCCCCCCCC\C=C/C\C=C/CCCCC)(=O)OCC1=CC(=CC(=C1)CN(C)C)COC(CCC(=O)OCCCCCCCC\C=C/C\C=C/CCCCC)=O O'-((5-((dimethylamino) methyl)-1,3-phenylene) bis(methylene)) bis((9Z,12Z)-octadeca-9,12-dien-1-yl) disuccinate